[Li].[Li][C-]1C=CC=C1.[C-]1(C=CC=C1)[Li].[Fe+2] dilithioferrocene lithium